NC=1C=C(C(=C(/C=C/C2=CC(=C(C=C2)O)OC)C1)CC=C(C)C)OC (E)-4-(5-amino-3-methoxy-2-(3-methylbut-2-en-1-yl)styryl)-2-methoxyphenol